2-methyl-6-[2-[4-[2-methyl-4-(4-pyridyl)pyrazol-3-yl]phenyl]ethynyl]pyridine CC1=NC(=CC=C1)C#CC1=CC=C(C=C1)C=1N(N=CC1C1=CC=NC=C1)C